N(=N)CC(=O)O diazenyl-acetic acid